3-(tert-butylsulfonyl)-3'-methyl-4-pentyl-[1,1'-biphenyl]-2,6-diol C(C)(C)(C)S(=O)(=O)C1=C(C(=C(C=C1CCCCC)O)C1=CC(=CC=C1)C)O